O[C@H](CNC1=NNC2=NC=CC(=C21)OC2=C(C=C(C=C2)NC(=O)C=2C(N(N=CC2)C2=CC=C(C=C2)F)=O)F)CO (R)-N-(4-((3-((2,3-dihydroxypropyl)-amino)-1H-pyrazolo-[3,4-b]pyridin-4-yl)-oxy)-3-fluorophenyl)-2-(4-fluorophenyl)-3-oxo-2,3-dihydro-pyridazine-4-carboxamide